CC(C(=O)O)OC1=CC=C(C=C1)OC2=NC=C(C=C2)C(F)(F)F The molecule is a monocarboxylic acid that is propanoic acid substituted by a 4-{[5-(trifluoromethyl)pyridin-2-yl]oxy}phenoxy group at position 2. It is an aromatic ether, a monocarboxylic acid, an organofluorine compound and a member of pyridines.